O[C@H](C)C1=CC=C(C=N1)C1=CN=C2C(=N1)N(C(CN2)=O)CCC2CCOCC2 (R)-7-(6-(1-hydroxyethyl)pyridin-3-yl)-1-(2-(tetrahydro-2H-pyran-4-yl)ethyl)-3,4-dihydropyrazino[2,3-b]pyrazin-2(1H)-one